methyl 6-fluoro-2-methyl-3-nitrobenzoate FC1=CC=C(C(=C1C(=O)OC)C)[N+](=O)[O-]